C(#N)[C@@H](C[C@@H]1C(NCC1)=O)NC(=O)[C@@H]1N(C[C@@H]2[C@H]1CCC2(F)F)C(=O)C2(C1=CC=CC=C1C=1C=CC=CC21)O (1R,3aS,6aR)-N-((R)-1-cyano-2-((R)-2-oxopyrrolidin-3-yl)ethyl)-4,4-difluoro-2-(9-hydroxy-9H-fluorene-9-carbonyl)octahydrocyclopenta[c]pyrrole-1-carboxamide